2-(6-bromopyridin-2-yl)-N,N-bis(4-methoxybenzyl)-2-oxoethane-1-sulfonamide BrC1=CC=CC(=N1)C(CS(=O)(=O)N(CC1=CC=C(C=C1)OC)CC1=CC=C(C=C1)OC)=O